CC1=C(C=CC=C1C1=CC=2N(C=C1)C(=NN2)N2N=C(C=C2)C(=O)NCC(=O)OCC)C2=CC=CC=C2 ethyl (1-(7-(2-methyl-[1,1'-biphenyl]-3-yl)-[1,2,4]triazolo[4,3-a]pyridin-3-yl)-1H-pyrazole-3-carbonyl)glycinate